3-{[(tert-butoxy)carbonyl]amino}-2-(4-fluorophenyl)propionic acid C(C)(C)(C)OC(=O)NCC(C(=O)O)C1=CC=C(C=C1)F